6-methoxy-9-trifluoromethyl-9,10-dihydrophenanthrene COC=1C=C2C=3C=CC=CC3CC(C2=CC1)C(F)(F)F